hexafluoroimidazolium FC1(C([NH2+]C(N1)(F)F)(F)F)F